9H-3H-carbazol C=1CCC=C2C3=CC=CC=C3NC12